2-Aminoethylheptanamid NCCC(C(=O)N)CCCCC